nonadecyl-dimethyl-ammonium acetate C(C)(=O)[O-].C(CCCCCCCCCCCCCCCCCC)[NH+](C)C